di(tert-butyl)-[3,6-dimethoxy-2-(2,4,6-triisopropylphenyl)phenyl]phosphine C(C)(C)(C)P(C1=C(C(=CC=C1OC)OC)C1=C(C=C(C=C1C(C)C)C(C)C)C(C)C)C(C)(C)C